(S)-5-oxo-N-(4-((4-(4-(trifluoromethyl)piperidin-1-yl)phenyl)amino)benzyl)pyrrolidine-2-carboxamide O=C1CC[C@H](N1)C(=O)NCC1=CC=C(C=C1)NC1=CC=C(C=C1)N1CCC(CC1)C(F)(F)F